COC(C1=C(C=C(C(=C1)Br)O)O)=O 5-bromo-2,4-dihydroxybenzoic acid methyl ester